ClC1=CC2=C(NC(=N2)CNC2=NC(=NC=3N2N=CC3C3=CSC=C3)N3CCOCC3)C=C1Cl N-((5,6-dichloro-1H-benzo[d]imidazol-2-yl)methyl)-2-morpholino-8-(thiophen-3-yl)pyrazolo[1,5-a][1,3,5]triazin-4-amine